C1(=CC=C(C=C1)N1C2=CC=CC=C2SC=2C=CC=CC12)C1=CC=CC=C1 10-(4-biphenylyl)phenothiazine